tert-Butyl 4-([4-[7-(4-oxocyclohexyl)-2-[(2S)-pentan-2-ylamino]pyrrolo[2,3-d]pyrimidin-5-yl]phenyl]methyl)piperazine-1-carboxylate O=C1CCC(CC1)N1C=C(C2=C1N=C(N=C2)N[C@@H](C)CCC)C2=CC=C(C=C2)CN2CCN(CC2)C(=O)OC(C)(C)C